CC=1C=C(C=C(C1)COC1=C(C=C(C#N)C=C1)OC)COC1=C(C=C(C#N)C=C1)OC 4,4'-((5-methyl-1,3-phenylene)bis(methylene)bis(oxy))bis(3-methoxybenzonitrile)